ClC1=CC(=C(C=C1C1=NN2C(C=N1)=CC=C2)NC(=O)N2[C@H]1C[C@H](C[C@@]2(C1)C=1OC(=NN1)C)C)F (1R,3R,5S)-N-(4-chloro-2-fluoro-5-(pyrrolo[2,1-f][1,2,4]triazin-2-yl)phenyl)-3-methyl-1-(5-methyl-1,3,4-oxadiazol-2-yl)-6-azabicyclo[3.1.1]heptane-6-carboxamide